ethoxy-3-methylaniline C(C)ONC1=CC(=CC=C1)C